BrC1=CC=C(C=C1)C1=NN(C=2C1=NN(C(C2)=O)C2=C(C=CC=C2F)C2CC2)COCC[Si](C)(C)C 3-(4-bromophenyl)-5-(2-cyclopropyl-6-fluorophenyl)-1-(2-(trimethylsilyl)ethoxymethyl)-1H-pyrazolo[4,3-c]Pyridazin-6(5H)-one